[Ru].ClC=1C(=C(C=CC1C)C(C)C)Cl dichloro(p-methyl-cumene) ruthenium